ClC1=CC=C(C=C1)C(C=CC1=CC=C(C=C1)O)=O 1-(4-Chlorophenyl)-3-(4-hydroxyphenyl)prop-2-en-1-one